FC1=CC=C2C(=CN(C(C2=C1)=O)C1=CC(=NC=C1C)O)C(C)C 7-fluoro-2-(2-hydroxy-5-methylpyridin-4-yl)-4-isopropylisoquinolin-1(2H)-one